5-Acetoxy-8-(acetoxymethyl)-7-methoxy-3-(4-methoxyphenyl)-4H-chromen-4-one C(C)(=O)OC1=C2C(C(=COC2=C(C(=C1)OC)COC(C)=O)C1=CC=C(C=C1)OC)=O